OCNC(C(CC(CC)C1=CC=C(C=C1)C(\C=C\C1=CC=C(C=C1)O)=O)C)=O N-(Hydroxymethyl)-4-[4-[(E)-3-(4-hydroxyphenyl)prop-2-enoyl]phenyl]-2-methylhexanamide